1-[(tert-butoxy)carbonyl]azetidin C(C)(C)(C)OC(=O)N1CCC1